C(C1=CC=CC=C1)OC1=CC=C(C=C1)CC=1C=C(C=CC1C)[Mg]Br [3-[(4-benzyloxyphenyl)methyl]-4-methyl-phenyl]-magnesium bromide